NC1=CC=C(C(=C1C(=O)N(C)C)F)C=1C=C2C(=NC1)NCC21C2COCC21 6-amino-3-(1',2'-dihydro-3-oxaspiro[bicyclo[3.1.0]hexane-6,3'-pyrrolo[2,3-b]pyridin]-5'-yl)-2-fluoro-N,N-dimethylbenzamide